BrC=1C=2N(C3=CC=CC=C3C1)C(=CC2C(=O)OCC)C(C2=CC=C(C=C2)F)=O Ethyl 4-bromo-1-(4-fluorobenzoyl)pyrrolo[1,2-a]quinoline-3-carboxylate